1-methyl-1H-indol-6-amin CN1C=CC2=CC=C(C=C12)N